FC(C(C(C(F)(F)F)(F)F)(F)F)(S(=O)(=O)OCC(COC)(F)F)F (2,2-difluoro-3-methoxypropyl) 1,1,2,2,3,3,4,4,4-nonafluorobutane-1-sulfonate